C1(CC1)S(=O)(=O)N1CCC(CC1)NC=1N=CC2=C(N1)C(=NC(=C2)C)N2CC1(CN(C1)C(=O)OC(C)(C)C)C(C2)(F)F Tert-butyl 6-(2-((1-(cyclopropylsulfonyl)piperidin-4-yl)amino)-6-methylpyrido[3,4-d]pyrimidin-8-yl)-8,8-difluoro-2,6-diazaspiro[3.4]octane-2-carboxylate